Methyl (5-bromo-3-isopropyl-2,4-dioxo-3,4-dihydro-2H-pyrimidin-1-yl)-acetate BrC=1C(N(C(N(C1)CC(=O)OC)=O)C(C)C)=O